6-(4-fluoro-3-isopropyl-5-(4-((tetrahydro-2H-pyran-4-yl)methyl)piperazin-1-yl)-1H-pyrrolo[2,3-c]pyridin-2-yl)-7,8-dimethyl-[1,2,4]triazolo[1,5-a]pyridine FC1=C2C(=CN=C1N1CCN(CC1)CC1CCOCC1)NC(=C2C(C)C)C=2C(=C(C=1N(C2)N=CN1)C)C